3-(tert-butoxycarbonylamino)-3-phenyl-propanoic acid C(C)(C)(C)OC(=O)NC(CC(=O)O)C1=CC=CC=C1